BrC=1C(=CC(=NC1)N1CC(C1)(C)NC(OC(C)(C)C)=O)F tert-butyl N-[1-(5-bromo-4-fluoro-2-pyridyl)-3-methyl-azetidin-3-yl]carbamate